COC(C(C(=O)OC)C1=C(C=C(C=C1CC)C)CC)=O 2,6-diethyl-4-methyl-phenyl-malonic acid dimethyl ester